2-methyl-1-(2-nitrophenyl)-1H-imidazole CC=1N(C=CN1)C1=C(C=CC=C1)[N+](=O)[O-]